CC1(OB(OC1(C)C)C=1CC=NCC1)C 4-(4,4,5,5-tetramethyl-1,3,2-dioxaborolane-2-yl)-3,6-dihydropyridine